[Cl-].[Cl-].[Cl-].[Cl-].CN1C=[N+](C=C1)CCCC.[Fe+3] iron 1-methyl-3-butylimidazolium tetrachloride salt